FC1=NC=CC=C1C(=NO)Cl (3Z)-2-fluoro-N-hydroxy-pyridine-3-carboximidoyl chloride